N1C=C(C2=CC=CC=C12)NC(=O)N1CCN(CCC1)C1=CC=CC=C1 N-(1H-indol-3-yl)-4-phenyl-1,4-diazacycloheptane-1-carboxamide